4-[(6-amino-4-pyrimidinyl)amino]benzenesulfonamide NC1=CC(=NC=N1)NC1=CC=C(C=C1)S(=O)(=O)N